1,5-bis(2-methoxyphenyl)-1,4-pentadien-3-one COC1=C(C=CC=C1)C=CC(C=CC1=C(C=CC=C1)OC)=O